C(CCC)[Sn](CCCC)(CCCC)CCCC di(butyl)di(n-butyl)tin (IV)